tert-Butyl 2,7-dimethyl-3-(((trifluoromethyl)sulfonyl)oxy)-2,4,5,7-tetrahydro-6H-pyrazolo[3,4-c]pyridine-6-carboxylate CN1N=C2C(N(CCC2=C1OS(=O)(=O)C(F)(F)F)C(=O)OC(C)(C)C)C